3-((6-(3-chloro-1H-pyrazol-4-yl)-1-oxo-2,7-naphthyridin-2(1H)-yl)methyl)-5-fluoro-N-methylbenzamide ClC1=NNC=C1C=1C=C2C=CN(C(C2=CN1)=O)CC=1C=C(C(=O)NC)C=C(C1)F